5-(1H-indazol-7-yl)pyrazin-2-amine N1N=CC2=CC=CC(=C12)C=1N=CC(=NC1)N